methyl 6-chloro-3-methyl-5-(trifluoromethyl)picolinate ClC1=C(C=C(C(=N1)C(=O)OC)C)C(F)(F)F